3-[4-(2-Chloroethyl)piperazin-1-yl]-1,2-benzisothiazole ClCCN1CCN(CC1)C1=NSC2=C1C=CC=C2